2-(3-(trifluoromethoxy)phenyl)acetamide FC(OC=1C=C(C=CC1)CC(=O)N)(F)F